6-Bromo-1H-1,7-naphthyridin-2-one BrC=1C=C2C=CC(NC2=CN1)=O